C[Si](C=C)(C)NP(=O)(N(F)F)N[Si](C)(C)C=C bis(dimethyl-(vinyl)silyl)difluorophosphoramide